[2,2'-bipyridine]-3-carbonitrile N1=C(C(=CC=C1)C#N)C1=NC=CC=C1